1-[4-fluoro-2-(2,2,2-trifluoroethoxy)phenyl]-2-oxo-1,2-dihydropyridine-3-carboxylic Acid FC1=CC(=C(C=C1)N1C(C(=CC=C1)C(=O)O)=O)OCC(F)(F)F